N-(3-(2-aminopropane-2-yl)phenyl)-2-(4,4-difluoroazepan-1-yl)quinoline-3-carboxamide NC(C)(C)C=1C=C(C=CC1)NC(=O)C=1C(=NC2=CC=CC=C2C1)N1CCC(CCC1)(F)F